1,1,1,3,3,3-hexafluoro-propan-2-yl (R or S)-1-((pyrimidin-5-ylmethyl)carbamoyl)-6-azaspiro[2.5]octane-6-carboxylate N1=CN=CC(=C1)CNC(=O)[C@@H]1CC12CCN(CC2)C(=O)OC(C(F)(F)F)C(F)(F)F |o1:10|